COC(C1=C(N=C(C=C1)C)N)=O amino-6-methylnicotinic acid methyl ester